N1=C(N=CC=C1)C1=NN=C(N=N1)C(=O)N 6-(pyrimidin-2-yl)-1,2,4,5-tetrazine-3-amide